C(C)OC1=CC(=NC=C1F)[C@H](C)N1C(C2=CC(=CC(=C2C2(C1)CC2)CN2CCOCC2)CN2C(=NC=C2)NC)=O (S)-2'-(1-(4-ethoxy-5-fluoropyridine-2-yl)ethyl)-7'-((2-(methylamino)-1H-imidazol-1-yl)methyl)-5'-(morpholinylmethyl)-2',3'-dihydro-1'H-spiro[cyclopropan-1,4'-isoquinoline]-1'-one